COC(=O)[C@]12CCC(N2CC(C1)=C)=O (S)-2-Methylidene-5-oxotetrahydro-1H-pyrrolizine-7a(5H)-carboxylic acid methyl ester